((1R*,2S*)-2-(((2-bromo-5-(trifluoromethyl)pyrazolo[1,5-a]pyrimidin-7-yl)amino)methyl)-2-phenylcyclopropyl)methanol BrC1=NN2C(N=C(C=C2NC[C@@]2([C@@H](C2)CO)C2=CC=CC=C2)C(F)(F)F)=C1 |o1:11,12|